[Cl-].[Cl-].N(=NC(C(=N)N)(C)C)C(C(=N)N)(C)C 2,2'-azobis(2-methyl-propionamidine) dichloride salt